CC(=C)[C@@H]1CC2=CC3=C(C=C2O1)OC[C@@]4([C@H]3OC5=C4C=CC(=C5)O)O The molecule is a benzofuropyranochromene that is 1,2-dihydro-6H-[1]benzofuro[3,2-c]furo[3,2-g]chromene substituted at positions 6a and 9 by hydroxy groups and at position 2 by a prop-1-en-2-yl group. It has a role as an anti-estrogen, an antifungal agent and a phytoalexin.